C1(CC1)CN1[C@H]2[C@@]3(CCC([C@H]4[C@@]3(C=3C(=C(C=CC3C2)O)O4)CC1)=O)O 17-cyclopropylmethyl-4,5α-epoxy-3,14-dihydroxymorphinan-6-one